C(CCC)OC1=CC=C(C=C1)S(=O)(=O)C=1C=NC2=CC=C(C=C2C1N1CCC(CC1)N1CCC(CC1)CO)C(=O)OCC ethyl 3-((4-butoxyphenyl)sulfonyl)-4-(4-(hydroxymethyl)-[1,4'-bipiperidin]-1'-yl)quinoline-6-carboxylate